C[C@H]1CC[C@H](CN1C(CC1=CC=C(C=C1)C1=NC=CC=N1)=O)C(=O)O (3R,6S)-6-methyl-1-(2-(4-(pyrimidin-2-yl)phenyl)acetyl)piperidine-3-carboxylic acid